4-((1,3-bis(stearoyloxy)propan-2-yl)oxy)-4-oxobutanoic acid C(CCCCCCCCCCCCCCCCC)(=O)OCC(COC(CCCCCCCCCCCCCCCCC)=O)OC(CCC(=O)O)=O